ethylenebis-4,1-phenylene dicyanate C(CC1=CC=C(C=C1)OC#N)C1=CC=C(C=C1)OC#N